C(C)(C)(C)OC(=O)N1C[C@@H](CC1)N1C(=NC=2C=NC=3C=CC(=CC3C21)C#N)CC2=NOC(=N2)C (3R)-3-{8-cyano-2-[(5-methyl-1,2,4-Oxadiazol-3-yl)methyl]-1H-imidazo[4,5-c]Quinolin-1-yl}pyrrolidine-1-carboxylic acid tert-butyl ester